(E)-N'-(3,5-dimethoxybenzylidene)-6-(4-ethoxyphenyl)-3-phenoxypyrazine-2-carbohydrazide COC=1C=C(\C=N\NC(=O)C2=NC(=CN=C2OC2=CC=CC=C2)C2=CC=C(C=C2)OCC)C=C(C1)OC